cis-1-(tert-butyl) 3-methyl 2-(((tert-butyldiphenylsilyl)oxy)methyl)piperidine-1,3-dicarboxylate [Si](C1=CC=CC=C1)(C1=CC=CC=C1)(C(C)(C)C)OC[C@@H]1N(CCC[C@@H]1C(=O)OC)C(=O)OC(C)(C)C